N1[C@@H](CCC1)C(=O)OCN1N=CC(=C1)C=1SC=C(N1)C(NC=1C(=NN(C1)C1CCC(CC1)OCC)C1=NC(=CC=C1F)F)=O (4-(4-((3-(3,6-difluoropyridin-2-yl)-1-((1r,4r)-4-ethoxycyclohexyl)-1H-pyrazol-4-yl)carbamoyl)thiazol-2-yl)-1H-pyrazol-1-yl)methyl prolinate